(2S,3S)-2-amino-N,3-dimethylpentanamide N[C@H](C(=O)NC)[C@H](CC)C